2-[2-hydroxy-5-tert-octylphenyl]benzotriazole OC1=C(C=C(C=C1)C(C)(C)CC(C)(C)C)N1N=C2C(=N1)C=CC=C2